6-(4-chlorophenoxy)nicotinonitrile ClC1=CC=C(OC2=NC=C(C#N)C=C2)C=C1